C(CC)S(=O)CC(C(=O)O)CCC(=O)O 2-[(propylsulfinyl)methyl]glutaric acid